rel-N-[(3S,4R)-7-ethyl-4-({[(1s,4S)-4-methylcyclohexyl]oxy}methyl)-6-oxo-1,3,4,6-tetrahydro-2H-quinolizin-3-yl]methanesulfonamide C(C)C=1C(N2[C@H]([C@H](CCC2=CC1)NS(=O)(=O)C)COC1CCC(CC1)C)=O |o1:5,6|